COC1=C(C=CC(=C1)N1CCC(CC1)N1CCN(CC1)C)NC1=NC=CC(=N1)N N2-[2-methoxy-4-[4-(4-methylpiperazin-1-yl)piperidin-1-yl]phenyl]pyrimidine-2,4-diamine